CC1(OB(OC1(C)C)C=1CC2CN(CC2CC1)C(=O)OC(C)(C)C)C tert-butyl 5-(4,4,5,5-tetramethyl-1,3,2-dioxaborolan-2-yl)-1,3,3a,4,7,7a-hexahydro-2H-isoindole-2-carboxylate